tert-Butyl 2,2-dimethylaziridine-1-carboxylate CC1(N(C1)C(=O)OC(C)(C)C)C